3-amino-1-methyl-5-(trifluoromethyl)pyridin-2(1H)-one NC=1C(N(C=C(C1)C(F)(F)F)C)=O